NCCC1=CC(=NC=C1)C1=C(C=C(C#N)C=C1)OC1=C2C(=NN1C)CCC2 4-[4-(2-aminoethyl)pyridin-2-yl]-3-[(2-methyl-5,6-dihydro-4H-cyclopenta[c]pyrazol-3-yl)oxy]benzonitrile